FC1(NC(C=2C1=NC(=CC2)NC2=NC=C(C(=C2)N[C@H](CO)C2=CC=CC=C2)C2=NC(=NO2)C=2C=NC=CC2)=O)F (S)-7,7-difluoro-2-((4-((2-hydroxy-1-phenylethyl)amino)-5-(3-(pyridin-3-yl)-1,2,4-oxadiazol-5-yl)pyridin-2-yl)amino)-6,7-dihydro-5H-pyrrolo[3,4-b]pyridin-5-one